(S)-N-(2-((tert-butyldimethylsilyl)oxy)-1-(3-chloro-2-fluorophenyl)ethyl)-2-chloroacetamide [Si](C)(C)(C(C)(C)C)OC[C@H](C1=C(C(=CC=C1)Cl)F)NC(CCl)=O